5-[(3S)-5-fluoro-7-hydroxy-3-{[3-(1H-pyrazol-1-yl)propyl]amino}-3,4-dihydro-2H-1-benzothiopyran-6-yl]-1λ6,2,5-thiadiazolidine-1,1,3-trione FC1=C(C(=CC2=C1C[C@@H](CS2)NCCCN2N=CC=C2)O)N2CC(NS2(=O)=O)=O